S(=O)(=O)(O)C1=CC=CC=2C(C3=CC=CC=C3C(C12)=O)=O sulfoanthraquinone